(6Ar,10aR)-6,6,9-trimethyl-3-(2-methyloctan-2-yl)-6a,7,10,10a-tetrahydrobenzo[c]chromen-1-ol CC1(OC=2C=C(C=C(C2[C@H]2[C@H]1CC=C(C2)C)O)C(C)(CCCCCC)C)C